5-phenyl-2-(pyridin-4-ylsulfanyl)-1H-pyrrole-3-carbonitrile C1(=CC=CC=C1)C1=CC(=C(N1)SC1=CC=NC=C1)C#N